methyl 5-[(1-benzyl-1,2,3,6-tetrahydropyridin-4-yl)methoxy]-4-bromo-2-methylbenzoate C(C1=CC=CC=C1)N1CCC(=CC1)COC=1C(=CC(=C(C(=O)OC)C1)C)Br